O1C(CCCC1)N1C=2C=CC=3OCCCN4C(OC(C5=CC=CC(C(=N1)C2C3)=C5)C4)=O 19-(oxan-2-yl)-8,14-dioxa-10,19,20-triazapentacyclo[13.5.2.12,6.17,10.018,21]tetracosa-1(20),2(24),3,5,15(22),16,18(21)-heptaen-9-one